(4-(3-amino-5-(2-aminopyridin-4-yl)-1H-indazol-7-yl)phenyl)methanol NC1=NNC2=C(C=C(C=C12)C1=CC(=NC=C1)N)C1=CC=C(C=C1)CO